C(C)(C)(C)OC(=O)N1CCC(CC1)C1=C2C=CN(C2=CC=C1)[C@@H]1C(NC(CC1)=O)=O 4-[1-[(3S)-2,6-dioxo-3-piperidyl]indol-4-yl]piperidine-1-carboxylic acid tert-butyl ester